O=C1NC=C(C2=CC=CC=C12)C=O 1-OXO-1,2-DIHYDROISOQUINOLINE-4-CARBALDEHYDE